1,3-bis(γ-acryloyloxypropyl)-1,1,3,3-tetramethyldisilazane C(C=C)(=O)OCCC[Si](N[Si](C)(C)CCCOC(C=C)=O)(C)C